CC(C(=O)O)(CC1=CC(=CC=C1)CC(C(=O)O)(C)C)C.[Rh] rhodium (α,α,α',α'-tetramethyl-1,3-benzenedipropanoic acid)